FC1=C(C#N)C(=CC(=C1)C1=NC=CC=C1)OC 2-fluoro-6-methoxy-4-(pyridin-2-yl)benzonitrile